3,4,5-Trichlorophenyl 3-deoxy-3-[4-(1,3,4-thiadiazol-2-yl)-1H-1,2,3-triazol-1-yl]-1-thio-alpha-D-galactopyranoside S1C(=NN=C1)C=1N=NN(C1)[C@@H]1[C@H]([C@@H](SC2=CC(=C(C(=C2)Cl)Cl)Cl)O[C@@H]([C@@H]1O)CO)O